(2-((4-(7-(((2S,5R)-5-Aminotetrahydro-2H-pyran-2-yl)methyl)-2,7-diazaspiro[3.5]nonan-2-yl)pyrimidin-5-yl)oxy)-5-fluorophenyl)((S)-3-methylmorpholino)methanone, hydrochloride Cl.N[C@@H]1CC[C@H](OC1)CN1CCC2(CN(C2)C2=NC=NC=C2OC2=C(C=C(C=C2)F)C(=O)N2[C@H](COCC2)C)CC1